(1S,4S)-5-{7-bromo-6-iodo-2-[(2S)-2-methoxypropoxy]-8-[(1S)-1-phenylethoxy]quinolin-4-yl}-2,5-diazabicyclo[2.2.1]heptane-2-carboxylate BrC1=C(C=C2C(=CC(=NC2=C1O[C@@H](C)C1=CC=CC=C1)OC[C@H](C)OC)N1[C@@H]2CN([C@H](C1)C2)C(=O)[O-])I